N1=C(C=CC=C1)C=1N=C(SC1)NC(=O)C=1C=2C[C@@H]3[C@H](C2N(N1)C1=C(C=C(C=C1)F)F)C3 (1aR,5aR)-2-(2,4-Difluoro-phenyl)-1a,2,5,5a-tetrahydro-1H-2,3-diaza-cyclopropa[a]pentalene-4-carboxylic acid (4-pyridin-2-yl-thiazol-2-yl)-amide